omega-chloro-2,4-dichloroacetophenone C1=CC(=C(C=C1Cl)Cl)C(=O)CCl